O.P(=O)(O)([O-])[O-].[Mn+2] manganese hydrogen phosphate hydrate